ClC=1C=C(C=C(C1OC1=CC(=C(C=C1)OC)C(C)C)Cl)NC(CC1CCNCC1)=O N-(3,5-dichloro-4-(3-isopropyl-4-methoxyphenoxy)phenyl)-2-(piperidin-4-yl)acetamide